CC1=CC=C(C=N1)CC1C(N(C2CC12)C1=CC(=NN1)C1=CN=NC=C1)=O endo-4-((6-methylpyridin-3-yl)methyl)-2-(3-(pyridazin-4-yl)-1H-pyrazol-5-yl)-2-azabicyclo[3.1.0]hexan-3-one